C(C)(C)(C)OC(=O)N1CC(C1)\C=C\C1=NC=2NCCCC2C=C1 (E)-3-(2-(5,6,7,8-tetrahydro-1,8-naphthyridin-2-yl)vinyl)azetidine-1-carboxylic acid tert-butyl ester